N-(4-(2-(3-Amino-4-methylphenyl)propyl)-6-(((R)-1-hydroxy-4-methylpentan-2-yl)amino)-1,3,5-triazin-2-yl)methanesulfonamide NC=1C=C(C=CC1C)C(CC1=NC(=NC(=N1)N[C@@H](CO)CC(C)C)NS(=O)(=O)C)C